BrC1=CC=CN2C(=C(C=C12)C1=NSC(=N1)CN)SC(F)(F)F 1-(3-{8-bromo-3-[(trifluoromethyl)sulfanyl]indolizin-2-yl}-1,2,4-thiadiazol-5-yl)methanamine